NC=1C2=C(N=CN1)N(C(=C2)C2=C(C=C(C=C2C)NC(C(=C)C)=O)C)C N-(4-{4-amino-7-methyl-7H-pyrrolo[2,3-d]pyrimidin-6-yl}-3,5-dimethylphenyl)-2-methylpropan-2-enamide